2-(7-((2S,5R)-2,5-diethyl-4-(1-(5-methylpyridin-2-yl)ethyl)piperazin-1-yl)-4-methyl-5-oxo-4,5-dihydro-2H-pyrazolo[4,3-b]pyridin-2-yl)acetonitrile C(C)[C@@H]1N(C[C@H](N(C1)C(C)C1=NC=C(C=C1)C)CC)C=1C=2C(N(C(C1)=O)C)=CN(N2)CC#N